NC1=CC=C(C=N1)OC[C@H](CNCCC1=CC=C(C=C1)NS(=O)(=O)C1=CC=C(C=C1)C(C)C)O N-[4-[2-[[(2S)-3-[(6-Amino-3-pyridinyl)oxy]-2-hydroxypropyl]amino]ethyl]phenyl]-4-(1-methylethyl)benzenesulfonamide